6-(2-cyclopropyl-5-ethylsulfonyl-1-methyl-imidazol-4-yl)-2,2-difluoro-5H-[1,3]dioxolo[4,5-f]isoindol-7-one C1(CC1)C=1N(C(=C(N1)N1CC=2C=C3C(=CC2C1=O)OC(O3)(F)F)S(=O)(=O)CC)C